allyl-dimethoxymethylsilane C(C=C)[SiH2]C(OC)OC